Cl.ClC1=CC(=C(C(=O)NC2=C(C=C(C=C2)S(N[C@H](C)C2CCN(CC2)C)(=O)=O)C)C=C1)C (R)-4-chloro-2-methyl-N-(2-methyl-4-(N-(1-(1-methyl-piperidin-4-yl)ethyl)sulfamoyl)phenyl)benzamide hydrochloride